C(C)NC1(CCC2(CNC(N2)=O)CC1)C1=CC=CC=C1 cis-8-ethylamino-8-phenyl-1,3-diaza-spiro[4.5]decan-2-one